C(C)C(C(C(=O)O)CC)C(=O)O.C(CCC(=O)OCC)(=O)OCC Diethyl succinate (Diethyl Butanedioate)